1-(2-(5-aminopyrazolo[1,5-a]pyridine-3-carbonyl)-2-azaspiro[3.3]heptan-6-yl)-3-(3-(trifluoromethyl)phenyl)urea NC1=CC=2N(C=C1)N=CC2C(=O)N2CC1(C2)CC(C1)NC(=O)NC1=CC(=CC=C1)C(F)(F)F